C(C1=CC=CC=C1)OC=1C=C(C=CC1)[P@](C=C)(C)=O (R)-(3-benzyloxyphenyl)(methyl)(vinyl)phosphine oxide